2-(3-(3-(((2R,3S,4R,5R)-5-(6-amino-9H-purin-9-yl)-3,4-dihydroxytetrahydrofuran-2-yl)methoxy)-5-methylphenyl)propanoyl)benzoic acid NC1=C2N=CN(C2=NC=N1)[C@H]1[C@@H]([C@@H]([C@H](O1)COC=1C=C(C=C(C1)C)CCC(=O)C1=C(C(=O)O)C=CC=C1)O)O